ClC=1N=C(C2=C(N1)C(=C(N=C2)Cl)F)N2C[C@H]1CC[C@@H](C2)C1NC(OC(C)(C)C)=O tert-butyl ((1R,5S,8S)-3-(2,7-dichloro-8-fluoropyrido[4,3-d]pyrimidin-4-yl)-3-azabicyclo[3.2.1]oct-8-yl)carbamate